methyl (5R)-5-[[(benzyloxy) carbonyl] amino]-3-oxohexanoate C(C1=CC=CC=C1)OC(=O)N[C@@H](CC(CC(=O)OC)=O)C